Allyl octane-6-carboxylate CCCCCC(CC)C(=O)OCC=C